N1(CCC1)C1=CC=C(C=N1)C=1C=C2CC(N3C(C2=CC1OC)=CC(C(=C3)C(=O)O)=O)C(C)(C)C 9-[6-(azetidin-1-yl)pyridin-3-yl]-6-tert-butyl-10-methoxy-2-oxo-6,7-dihydro-2H-pyrido[2,1-a]Isoquinoline-3-carboxylic acid